4-{[4-(2-cyclobutylsulfanyl-pyridin-3-yl)-2-fluoro-phenyl]-methyl-amino}-butyric acid C1(CCC1)SC1=NC=CC=C1C1=CC(=C(C=C1)N(CCCC(=O)O)C)F